tert-butyl ((2S)-4-(butyl sulfinyl)-1-(methylsulfonamido)-1-oxobutan-2-yl)carbamate C(CCC)S(=O)CC[C@@H](C(=O)NS(=O)(=O)C)NC(OC(C)(C)C)=O